C1(CC1)COC1=C(C=CC(=N1)C(=O)N[C@H](COCCCF)C)N1CCCC1 6-(Cyclopropylmethoxy)-N-[(2S)-1-(3-fluoropropyloxy)propan-2-yl]-5-(pyrrolidin-1-yl)pyridine-2-carboxamide